ClC=1C=C(C=CC1)CN1C(C(OC2=C1C=CC(=C2)[N+](=O)[O-])C)=O 4-[(3-chlorophenyl)methyl]-2-methyl-7-nitro-2H-1,4-benzoxazin-3-one